2-(2-(1-(Cyclopropylsulfonyl)-1H-pyrazol-4-yl)pyrimidin-4-yl)-N4-(4-((dimethylamino)methyl)-4-methylcyclohexyl)-5-(1-methyl-1H-pyrazol-3-yl)pyridine-2,4-diamine C1(CC1)S(=O)(=O)N1N=CC(=C1)C1=NC=CC(=N1)C1(NC=C(C(=C1)NC1CCC(CC1)(C)CN(C)C)C1=NN(C=C1)C)N